4-[(2S,15S)-3,5-dihydroxy-2,15-dimethyl-9-oxotetracyclo[8.7.0.02,7.011,15]heptadec-6-en-14-yl]pentanoic acid OC1[C@]2(C3CC[C@]4(C(CCC4C3C(CC2=CC(C1)O)=O)C(CCC(=O)O)C)C)C